OC1CC(NCC1)(C)C 4-hydroxy-2,2-dimethylpiperidine